C(C)(C)(C)OC(C(S)C1(CCOCC1)O)=O 2-(4-Hydroxytetrahydro-2H-pyran-4-yl)-2-mercaptoacetic acid tert-butyl ester